FC=1C=C(C=CC1NC1=NC=C(C(=N1)C=1C=NN(C1)CC(C)(C)O)C)S(=O)(=O)N 3-fluoro-4-((4-(1-(2-hydroxy-2-methylpropyl)-1H-pyrazol-4-yl)-5-methylpyrimidin-2-yl)amino)benzenesulfonamide